FC(S(=O)(=O)NC=1C=C(C=CC1)C1(CC1)NC(=O)C1=NN(C=C1)C1=NC(=CN=C1)OCC)F N-[1-[3-(difluoromethanesulfonamido)phenyl]cyclopropyl]-1-(6-ethoxypyrazin-2-yl)pyrazole-3-carboxamide